N-((2S,4R)-2-(2,5-Difluorophenyl)-1-(10-((6-oxo-4-phenyl-3,6-dihydropyridin-1(2H)-yl)methyl)-7-azaspiro[4.5]decane-7-carbonyl)piperidin-4-yl)-2,2,2-trifluoro-N-methylacetamide FC1=C(C=C(C=C1)F)[C@H]1N(CC[C@H](C1)N(C(C(F)(F)F)=O)C)C(=O)N1CC2(CCCC2)C(CC1)CN1CCC(=CC1=O)C1=CC=CC=C1